NC=1N(C(=C(C1C#N)C)C)C1=CC=CC=C1 2-amino-4,5-dimethyl-1-phenyl-1H-pyrrole-3-carbonitrile